N1-([1,1'-biphenyl]-4-yl)-N1-(4'-bromo-[1,1'-biphenyl]-4-yl)-N4,N4-diphenylbenzene-1,4-diamine C1(=CC=C(C=C1)N(C1=CC=C(C=C1)N(C1=CC=CC=C1)C1=CC=CC=C1)C1=CC=C(C=C1)C1=CC=C(C=C1)Br)C1=CC=CC=C1